tert-butyl (3-(3-(trifluoromethyl)phenoxy)cyclopentyl)carbamate FC(C=1C=C(OC2CC(CC2)NC(OC(C)(C)C)=O)C=CC1)(F)F